4-(4-(2-fluoro-5-nitro-4-(cis-3,4,5-trimethylpiperazin-1-yl)phenyl)thiazol-2-yl)morpholine FC1=C(C=C(C(=C1)N1C[C@H](N([C@H](C1)C)C)C)[N+](=O)[O-])C=1N=C(SC1)N1CCOCC1